C(C)(C)(C)OC(=O)N1CC2(CC2C(=O)O)CC1 5-(tert-Butoxycarbonyl)-5-azaspiro[2.4]heptane-1-carboxylic acid